1-(2-Methoxy-ethyl)-2-(6-trifluoromethoxy-benzothiazol-2-ylamino)-1H-benzoimidazole-5-carboxylic acid (2-methoxy-ethyl)-amide COCCNC(=O)C1=CC2=C(N(C(=N2)NC=2SC3=C(N2)C=CC(=C3)OC(F)(F)F)CCOC)C=C1